C=1(C(=CC=CC1)N=C=O)C o-tolylisocyanate